NC1=NC=C(C(=C1Cl)S)Cl 2-amino-3,5-dichloropyridine-4-thiol